C[C@H]1N(CC(NC1)C1=CC(=CC=C1)C(F)(F)F)C(=O)C1(CC1)C(F)(F)F ((2R)-2-methyl-5-(3-(trifluoromethyl)phenyl)piperazin-1-yl)(1-(trifluoromethyl)cyclopropyl)methanone